5-methyl-2-propan-2-yl-N-(2-pyridin-2-yl-ethyl)cyclohexane-1-carboxamide CC1CCC(C(C1)C(=O)NCCC1=NC=CC=C1)C(C)C